8-bromo-6-methoxy-1-methylene-1,2,3,4-tetrahydronaphthalene BrC=1C=C(C=C2CCCC(C12)=C)OC